OC(C)N1NC(C=C1C#N)(C)C1=C(C=CC=C1)C=1C=NN2C1N=CC(=C2)NC=2N=NC(=CC2)C 2-(1-Hydroxyethyl)-5-[6-[(6-methylpyridazin-3-yl)amino]pyrazolo[1,5-a]pyrimidin-3-yl-phenyl]-5-methyl-pyrazole-3-carbonitrile